C(CCC)[N+](CCCC)(CCCC)CCCC.ClNS(=O)(=O)C N-chloromethanesulfonamide tetrabutylammonium salt